(R)-N-((S)-1-cyano-2-((S)-2-oxopiperidin-3-yl)ethyl)-2-(4-methoxy-1H-indole-2-carbonyl)-2-azabicyclo[2.2.2]octane-3-carboxamide C(#N)[C@H](C[C@H]1C(NCCC1)=O)NC(=O)[C@@H]1N(C2CCC1CC2)C(=O)C=2NC1=CC=CC(=C1C2)OC